C1CCC2C1CCC1C3CCC(CC3=CCC21)O 2H,3H,3aH,3bH,4H,6H,7H,8H,9H,9aH,9bH,10H,11H,11aH-cyclopenta[a]phenanthren-7-ol